benzyl 4-{2-[4-(4-chlorophenyl)-5-{1H-pyrrolo[2,3-b]pyridin-4-yl}-1H-imidazol-1-yl]acetyl}piperazine-1-carboxylate ClC1=CC=C(C=C1)C=1N=CN(C1C1=C2C(=NC=C1)NC=C2)CC(=O)N2CCN(CC2)C(=O)OCC2=CC=CC=C2